3-cyclopentyl-7-methoxy-1H-pyrazolo[3,4-c]Pyridine C1(CCCC1)C1=NNC2=C(N=CC=C21)OC